COC=1C=C2C(=CNC2=CC1)/C(/C#N)=C/C=1C=NC=CC1OC (Z)-2-(5-methoxy-1H-indol-3-yl)-3-(4-methoxypyridin-3-yl)acrylonitrile